6-(1,1-difluoroethyl)pyridine-2-carboxylic acid FC(C)(F)C1=CC=CC(=N1)C(=O)O